FC1=CC2=C(N=CS2)C=C1NC1=C2C(=NC=C1)SC(=C2)[C@@H]2[C@@H](NCCCC2)C 6-Fluoro-N-(2-((2S,3S)-2-methylazepan-3-yl)thieno[2,3-b]pyridin-4-yl)benzo[d]thiazol-5-amine